N-tert-butyl-1-[8-(1,2,3-triazol-2-yl)-6H-isochromeno[3,4-b]pyridin-3-yl]pyrrolidin-3-amine 2,2,2-trifluoroacetate FC(C(=O)O)(F)F.C(C)(C)(C)NC1CN(CC1)C1=CC=C2C(=N1)OCC=1C=C(C=CC12)N1N=CC=N1